FC1(C(C=2C(=CNC2CC1)C(F)(F)F)(C)O)F 5,5-difluoro-4-hydroxy-4-methyl-3-(trifluoromethyl)-4,5,6,7-tetrahydro-1H-indole